2,2'-dibromobenzophenone BrC1=C(C(=O)C2=C(C=CC=C2)Br)C=CC=C1